6,7-difluoro-3-hydroxy-4-isopropylisochroman-1-one FC=1C=C2C(C(OC(C2=CC1F)=O)O)C(C)C